OC1=CC(=C2C(CC(OC2=C1CC=C(C)C)C1=CC=C(C=C1)C(C)C)=O)OC 7-hydroxy-2-(4-isopropylphenyl)-5-methoxy-8-(3-methylbut-2-en-1-yl)chroman-4-one